S(=O)(=O)(ON1[C@@H]2C=C([C@H](N(C1=O)C2)C(=O)N2NC(CC2)=O)C)[O-].[Na+] sodium (2S,5R)-3-methyl-7-oxo-2-(3-pyrazolidinone-1-carbonyl)-1,6-diazabicyclo[3.2.1]oct-3-en-6-yl sulfate